C[C@@H]1CC2=NN3C(C(N(C[C@H](C3)C3=NNC=C3)C)=O)=C2CN1 (3R,8R)-3,10-dimethyl-8-(1H-pyrazol-3-yl)-3,4,7,8,9,10-hexahydro-1H-pyrido[4',3':3,4]pyrazolo[1,5-a][1,4]diazepin-11(2H)-one